COC=1N=CC(=NC1)C(=O)NC=1C=CC2=C(N=C(O2)C2=CC(=CC=C2)C)C1 5-Methoxy-N-[2-(3-methylphenyl)-1,3-benzoxazol-5-yl]pyrazine-2-carboxamide